[Li].[In] indium-lithium